2-(4-((2-acrylamidothiazol-5-yl)methyl)piperazin-1-yl)-N-methyl-N-phenylacetamide C(C=C)(=O)NC=1SC(=CN1)CN1CCN(CC1)CC(=O)N(C1=CC=CC=C1)C